C(C)(C)N1CCC(CC1)C(=O)N 1-isopropylpiperidine-4-carboxamide